C(C)(C)(C)OC(=O)N[C@H](C(=O)N1[C@@H]([C@H]2C([C@H]2C1)(C)C)C(=O)OC)C(C)(C)C methyl (1R,2S,5S)-3-((S)-2-((tert-butoxycarbonyl) amino)-3,3-dimethylbutyryl)-6,6-dimethyl-3-azabicyclo[3.1.0]hexane-2-carboxylate